C(/C)=C\1/C(N(C1)CC1=CC=C(C=C1)OC)=O Z-3-ethylidene-1-(4-methoxybenzyl)azetidin-2-one